C(=O)=CCBr carbonylethyl bromide